rac-trans-1-(3-chlorophenethyl)-4-methoxy-3-((4-(methylsulfonyl)phenoxy)methyl)piperidine ClC=1C=C(CCN2C[C@H]([C@@H](CC2)OC)COC2=CC=C(C=C2)S(=O)(=O)C)C=CC1 |r|